N1=CC(=CC2=CC=CC=C12)C1=C2CN(CC2=CC=C1)C#N 4-(quinolin-3-yl)isoindoline-2-carbonitrile